3-((3R,6S)-3,6-diisobutyl-8-(1-methylpiperidin-4-yl)-4,7-dioxohexahydropyrazino[2,1-c][1,2,4]oxadiazin-1(6H)-yl)-3-oxopropanenitrile C(C(C)C)[C@@H]1C(N2C(N(O1)C(CC#N)=O)CN(C([C@@H]2CC(C)C)=O)C2CCN(CC2)C)=O